diethyl-dichlorosilane C(C)[Si](Cl)(Cl)CC